[4-(4-Hydroxyphenyl)-piperazin-1-yl]-[5-(2-methoxyethoxy)-1H-indol-3-yl]-methanone OC1=CC=C(C=C1)N1CCN(CC1)C(=O)C1=CNC2=CC=C(C=C12)OCCOC